NC1=C(C(=O)OCC)C=CC(=C1SC)C(F)F ethyl 2-amino-4-(difluoromethyl)-3-(methylsulfanyl)benzoate